CC1=C(C=2C(=NC(N2)=O)C=C1)C dimethyl-2-oxo-benzimidazol